NC1=NNC2=C1C(=NC=C2C2=CC=C(C=N2)C=2CCNCC2)C2=CC=C(CC=1C(=C(C(=O)N)C=C(C1)F)OC)C=C2 (4-(3-amino-7-(1',2',3',6'-tetrahydro-[3,4'-bipyridin]-6-yl)-1H-pyrazolo[4,3-c]pyridin-4-yl)benzyl)-5-fluoro-2-methoxybenzamide